C(CCCCCCCCC)P(CCCCCCCCCC)CCCCCCCCCC Tri-n-decylphosphin